FC1=C(C=CC=C1B1OC(C(O1)(C)C)(C)C)CC1N(CC2(CC2)C1NS(=O)(=O)C)C(=O)OC(C)(C)C tert-butyl 6-{[2-fluoro-3-(4,4,5,5-tetramethyl-1,3,2-dioxaborolan-2-yl)phenyl]methyl}-7-methanesulfonamido-5-azaspiro[2.4]heptane-5-carboxylate